trans-[4-[(8-fluoro-3-methyl-[1,2,4]triazolo[4,3-a]pyridin-6-yl)methyl]cyclohexyl]-[(3S)-3-(4-fluorophenyl)isoxazolidin-2-yl]methanone FC=1C=2N(C=C(C1)C[C@@H]1CC[C@H](CC1)C(=O)N1OCC[C@H]1C1=CC=C(C=C1)F)C(=NN2)C